3-(3-methylaminopropyl)Aniline CNCCCC=1C=C(N)C=CC1